tert-butyl (R)-6-(4-(2-(benzyloxy)phenyl)piperidin-1-yl)-2-azaspiro[3.4]octane-2-carboxylate C(C1=CC=CC=C1)OC1=C(C=CC=C1)C1CCN(CC1)[C@H]1CC2(CN(C2)C(=O)OC(C)(C)C)CC1